C(C1=CC=CC=C1)NC(C)(C)C benzyltertbutylamine